water copper vanadium [V].[Cu].O